N1CC(C1)N1C=2C(NCC1)=C(N(N2)C2=CC=C(C=C2)OC2=C(C(=CC=C2)F)F)C(=O)N 7-(azetidin-3-yl)-2-[4-(2,3-difluorophenoxy)phenyl]-4,5,6,7-tetrahydro-2H-pyrazolo[3,4-b]pyrazine-3-carboxamide